ClC=1C=CC=C2C=C(NC12)C(=O)N(C)C1=CC=C(C=C1)C#N 7-chloro-N-(4-cyanophenyl)-N-methyl-1H-indole-2-carboxamide